tert-butyl 7-chloro-3-iodo-5-methoxyindole-1-carboxylate ClC=1C=C(C=C2C(=CN(C12)C(=O)OC(C)(C)C)I)OC